2-bromo-7-(3,5-difluorophenoxy)-6,7-dihydro-5H-pyrrolo[1,2-b][1,2,4]triazole BrC=1N=C2N(N1)CCC2OC2=CC(=CC(=C2)F)F